NC(C(=O)O)CCCCC(=O)O Alpha-Aminopimelic Acid